(3R)-3-(4-chlorophenyl)-2-[(4-chlorophenyl)methyl]-6-(2-hydroxyprop-2-yl)-3-(3-hydroxypropoxy)-2,3-dihydro-1H-isoindol-1-one ClC1=CC=C(C=C1)[C@@]1(N(C(C2=CC(=CC=C12)C(C)(C)O)=O)CC1=CC=C(C=C1)Cl)OCCCO